C(CCCCCCCCCCCCC)(=O)OCC(OC(CCCCCCCCCCCCC)=O)CO glycerol dimyristate